N-(1-cyano-cyclopropyl)-2-[8-dimethylamino-3-[(4-methoxyphenyl)-methyl]-2-oxo-8-phenyl-1,3-diazaspiro[4.5]decan-1-yl]-acetamide C(#N)C1(CC1)NC(CN1C(N(CC12CCC(CC2)(C2=CC=CC=C2)N(C)C)CC2=CC=C(C=C2)OC)=O)=O